C(O)C1=C(C(=C(C(=C1O)CO)CO)C(C)(C)C1=CC=C(C=C1)O)CO tetramethylolbisphenol A